1-[2-(heptylsulfanyl)ethyl]piperidine-3-carboxylic acid C(CCCCCC)SCCN1CC(CCC1)C(=O)O